FC(C(=O)O)(F)F.FC1(CCN(CC1)C(CC)=O)CC1=CC=C(C=C1)C=1C=NC2=CC=CC=C2C1 1-(4-fluoro-4-(4-(quinolin-3-yl)benzyl)piperidin-1-yl)propan-1-one trifluoroacetic acid salt